C(C1=CC=CC=C1)[C@@H]1N(CCN(C1)C1=NC=C2C(=N1)N(N=C2C2=C(C(=C(C(=C2)C(F)(F)F)F)O)F)C)C(=O)N(C)C (S)-2-Benzyl-4-(3-(2,4-difluoro-3-hydroxy-5-(trifluoromethyl)phenyl)-1-methyl-1H-pyrazolo[3,4-d]pyrimidin-6-yl)-N,N-dimethylpiperazine-1-carboxamide